C([C@@H](C(=O)[O-])N)SSC[C@@H](C(=O)[O-])N.[Na+].[Na+] sodium cystine salt